C1(=CC=CC=C1)C=1NC(NC1)=O 1,3-dihydro-4-phenyl-2H-imidazol-2-one